methyl-[[(7R)-1-[2-[(1S)-1-(2,2-difluoro-1,3-benzodioxol-5-yl) ethoxy]-4-pyridinyl]-3-(trifluoromethyl)-4,5,6,7-tetrahydroindazol-7-yl] carbamoyl] bicyclo[1.1.1]pentane-1-carboxylate C12(CC(C1)C2)C(=O)OC(N([C@@H]2CCCC=1C(=NN(C21)C2=CC(=NC=C2)O[C@@H](C)C2=CC1=C(OC(O1)(F)F)C=C2)C(F)(F)F)C)=O